4,4'-bis-(hydroxy)quaterphenyl 2-propyl-palmitate C(CC)C(C(=O)O)CCCCCCCCCCCCCC.OC1=CC=C(C=C1)C=1C(=CC(=CC1)O)C=1C(=CC=CC1)C1=CC=CC=C1